O[C@@H]1[C@H](O[C@H]([C@@H]1O)N1C2=NC(=NC(=C2N=C1)NC)C=1C=NC=C(C1)OC)C(=O)NC (2s,3s,4r,5r)-3,4-dihydroxy-5-(2-(5-methoxypyridin-3-yl)-6-(methylamino)-9H-purin-9-yl)-N-methyltetrahydrofuran-2-carboxamide